(S,6S)-N'-(((R)-3-(methoxymethyl)-1,2,3,5,6,7-hexahydro-s-indacen-4-yl)carbamoyl)-6-methyl-6,7-dihydro-5H-pyrazolo[5,1-b][1,3]oxazine-3-sulfonimidamide COC[C@@H]1CCC2=CC=3CCCC3C(=C12)NC(=O)N=[S@@](=O)(N)C=1C=NN2C1OC[C@H](C2)C